4-(4-amino-7-methyl-5-(4-((6-methylpyridin-2-yl)oxy)phenyl)-7H-pyrrolo[2,3-d]pyrimidin-6-yl)pyrrolidin-3-ol NC=1C2=C(N=CN1)N(C(=C2C2=CC=C(C=C2)OC2=NC(=CC=C2)C)C2C(CNC2)O)C